FC1=C(C(=CC=C1)F)C=1C=CC(=NC1)CNC1CCC=2C1=NC=CC2 N-((5-(2,6-difluorophenyl)pyridin-2-yl)methyl)-6,7-dihydro-5H-cyclopenta[b]pyridin-7-amine